methyl 4-[2-cyano-6-(methoxymethyl)phenyl]-5-(2-methoxyethoxy)-6-oxopyran-2-carboxylate C(#N)C1=C(C(=CC=C1)COC)C=1C=C(OC(C1OCCOC)=O)C(=O)OC